C(C)(C)C1=NN(C(C2=CC=C(C=C12)C(F)(F)F)=O)CC(=O)NC=1C=C(C=2N(C1)C=NN2)C 2-(4-isopropyl-1-oxo-6-(trifluoromethyl)phthalazin-2(1H)-yl)-N-(8-methyl-[1,2,4]triazolo[4,3-a]pyridin-6-yl)acetamide